1-(1-acryloylazetidin-3-yl)-5-(3-hydroxynaphthalen-1-yl)-1H-indole-4-carboxamide C(C=C)(=O)N1CC(C1)N1C=CC=2C(=C(C=CC12)C1=CC(=CC2=CC=CC=C12)O)C(=O)N